2-(4-Methoxyphenyl)-5-{[(3R)-2-oxoazepan-3-yl]amino}[1,2,4]triazolo[1,5-c]quinazolin-7-carboxylic acid propan-2-yl ester CC(C)OC(=O)C=1C=CC=C2C=3N(C(=NC12)N[C@H]1C(NCCCC1)=O)N=C(N3)C3=CC=C(C=C3)OC